but-2-ynylamide trifluoroacetate salt FC(C(=O)[O-])(F)F.C(C#CC)[NH-]